N-(5-chloro-1H-pyrrolo[3,2-b]pyridin-3-yl)-1-(2-methoxyethyl)-6-(trifluoromethyl)-1H-benzo[d]imidazol-2-amine ClC1=CC=C2C(=N1)C(=CN2)NC2=NC1=C(N2CCOC)C=C(C=C1)C(F)(F)F